OC1(CC(=C(O1)C1=CC=C(C=C1)C(F)(F)F)C#N)C(F)(F)F 5-hydroxy-2-(4-trifluoromethylphenyl)-5-(trifluoromethyl)-4,5-dihydrofuran-3-carbonitrile